(1R)-2-(4-bromo-2H-indazol-2-yl)-1-(4-fluorophenyl)ethan-1-ol BrC=1C2=CN(N=C2C=CC1)C[C@H](O)C1=CC=C(C=C1)F